C(C)(C)(C)OC(=O)N1CC(C1)C1=NC2=C(N1)C=CC=C2OC.C(C2=CC=CC=C2)OC2=CC=C(NC1=C(C=NC3=CC(=C(C=C13)NC(C=CC=1C=NC=CC1)=O)OCC)C#N)C=C2 N-(4-(4-(benzyloxy)anilino)-3-cyano-7-ethoxyquinolin-6-yl)-3-(pyridin-3-yl)acrylamide tert-butyl-3-(4-methoxy-1H-benzo[d]imidazol-2-yl)azetidine-1-carboxylate